calcium 3,5-dioxo-4-propionylcyclohexanecarboxylic acid O=C1CC(CC(C1C(CC)=O)=O)C(=O)O.[Ca]